C(=O)O.NCC(=O)OC[C@@H](O)C1=C2C(=NC=C1)N(N=C2CNC(C=C)=O)C2=CC=C(C=C2)OC(F)(F)F (S)-2-(3-(Acrylamidomethyl)-1-(4-(trifluoromethoxy)phenyl)-1H-pyrazolo[3,4-b]pyridin-4-yl)-2-hydroxyethyl 2-aminoacetate formate